[N+](=O)([O-])C1=C(C=CC2=CC=CC=C12)O 1-nitronaphthalene-2-ol